2-cyano-2-[((2-chlorothiazol-5-yl)methoxy)imino]acetamide C(#N)C(C(=O)N)=NOCC1=CN=C(S1)Cl